4-(2-((2,4-difluorophenyl)sulfonyl)-2-azaspiro[3.4]oct-6-yl)morpholine FC1=C(C=CC(=C1)F)S(=O)(=O)N1CC2(C1)CC(CC2)N2CCOCC2